[Sn]=O.[Zn].[In].[Pr] praseodymium indium zinc tin oxide